(5,7-dimercapto)-N-(3-methacrylamidopropyl)heptanamide tert-butyl-3-(4,4,5,5-tetramethyl-1,3,2-dioxaborolan-2-yl)-2,5-dihydro-1H-pyrrole-1-carboxylate C(C)(C)(C)OC(=O)N1CC(=CC1)B1OC(C(O1)(C)C)(C)C.SC(CCCC(=O)NCCCNC(C(=C)C)=O)CCS